COC(C(C(C)=O)=CC1=CC(=CC=C1)[N+](=O)[O-])=O 2-(3-nitrobenzylidene)-3-oxobutyric acid methyl ester